[Si](C)(C)(C(C)(C)C)OC1=CC=C(C=C1)C1OC2=CC(=CC(=C2C(C1)=O)O)OCCN(C1=CC=CC=C1)C 2-(4-(tert-butyldimethylsilyloxy)phenyl)-5-hydroxy-7-(2-(methyl-(phenyl)amino)ethoxy)chroman-4-one